iron Tantalum Oxy Fluoride O(F)F.[Ta].[Fe]